C(C)N1CC(CCC1)C1=CC(=C(C(=O)NC2=CC(=C(C=C2)C)NC2=NC=CC(=N2)C=2C=NC=CC2)C=C1)C(F)(F)F 4-(1-Ethyl-piperidin-3-yl)-N-[4-methyl-3-(4-pyridin-3-yl-pyrimidin-2-ylamino)-phenyl]-2-trifluoromethyl-benzamide